5-(3-Isopropyl-5-((1-(oxetan-3-yl)piperidin-4-yl)methoxy)-1H-indol-2-yl)-1,3,4-trimethylpyridin-2(1H)-on C(C)(C)C1=C(NC2=CC=C(C=C12)OCC1CCN(CC1)C1COC1)C=1C(=C(C(N(C1)C)=O)C)C